ClC1=CC(=C(C=C1)O)\C=C(/CC1=C(C=CC=C1)C)\[N+](=O)[O-] (E)-4-chloro-2-(2-nitro-3-(o-tolyl)prop-1-en-1-yl)phenol